COC(CC(=O)[C@@H]1CC[C@@H](O1)C(=O)OC)=O cis-Methyl 5-(3-methoxy-3-oxopropanoyl)tetrahydrofuran-2-carboxylate